4-((5-(2-(2-aminopyridin-3-yl)-5-phenyl-3H-imidazo[4,5-b]pyridin-3-yl)pyridin-2-yl)carbamoyl)-2-methylbenzoic acid NC1=NC=CC=C1C1=NC=2C(=NC(=CC2)C2=CC=CC=C2)N1C=1C=CC(=NC1)NC(=O)C1=CC(=C(C(=O)O)C=C1)C